(±)-1-(6-{[1-(cyclopropylmethyl)-3-(4-fluorophenyl)-4-methyl-1H-pyrazol-5-yl]amino}pyrimidin-4-yl)-3,4-dimethyl-1,4,5,6-tetrahydrocyclopenta[c]pyrazol-4-ol C1(CC1)CN1N=C(C(=C1NC1=CC(=NC=N1)N1N=C(C2=C1CC[C@]2(O)C)C)C)C2=CC=C(C=C2)F |r|